C(#N)C1=CC=C2[C@H](C/C=C/[C@H](C(NC=3C=NN(C3C1=C2)C(F)F)=O)C)NC(OC(C)(C)C)=O tert-Butyl N-[(9R,10E,13S)-17-cyano-3-(difluoromethyl)-9-methyl-8-oxo-3,4,7-triazatricyclo[12.3.1.02,6]octadeca-1(18),2(6),4,10,14,16-hexaen-13-yl]carbamate